OC(=O)C(F)(F)F.FC1=CC(=C(C=C1)C1CCN(CC1)[C@H]1CC2(CNC2)CC1)OC (R)-6-(4-(4-fluoro-2-methoxyphenyl)piperidin-1-yl)-2-azaspiro[3.4]octane TFA salt